C1CCC2=C(C=3CCCC3C=C12)NC(=O)NS(=O)(=O)C=1OC=C(C1)C(C)(O)C N-[[(1,2,3,5,6,7-hexahydro-s-indacen-4-yl)amino]carbonyl]-4-(1-hydroxyl-methylethyl)-2-furansulfonamide